(3-methoxy-5-((6-methoxyquinolin-4-yl)oxy)phenyl)acetamide COC=1C=C(C=C(C1)OC1=CC=NC2=CC=C(C=C12)OC)CC(=O)N